C12CN(CC(CC1)N2)C=2C1=C(N=C(N2)OCC23CCCN3CC(C2)\C=C\F)C(=C(N=C1)C1=CC(=CC2=CC=C(C(=C12)F)F)O)F (E)-4-(4-(3,8-diazabicyclo[3.2.1]octan-3-yl)-8-fluoro-2-((2-(2-fluorovinyl)tetrahydro-1H-pyrrolizin-7a(5H)-yl)methoxy)pyrido[4,3-d]pyrimidin-7-yl)-5,6-difluoronaphthalen-2-ol